2,6-di-tert-butyl-4-[5-(4-ethoxy-3-nitrophenyl)-4-phenyl-1H-imidazol-2-yl]-phenol C(C)(C)(C)C1=C(C(=CC(=C1)C=1NC(=C(N1)C1=CC=CC=C1)C1=CC(=C(C=C1)OCC)[N+](=O)[O-])C(C)(C)C)O